CC1=C(C(=NC=C1)C(=O)O[C@@H]1CC[C@H](CC1)NCC1=C(C=CC=C1)N)C=O trans-4-[(2-aminobenzyl)amino]cyclohexanol methyl-3-formylpicolinate